FC1=CC=C(C(=N1)C)NCC1(CC1)C(=O)NC=1C=NN(C1)CC(=O)N(CCOC1=CC=C(C=C1)C)C 1-(((6-fluoro-2-methylpyridin-3-yl)amino)methyl)-N-(1-(2-(methyl-(2-(p-tolyloxy)ethyl)amino)-2-oxoethyl)-1H-pyrazol-4-yl)cyclopropane-1-carboxamide